COC(=O)C1=CC2=C(N(C(=N2)C2=CC=3C(=NC(=CC3)[C@@H](C)NC(=O)OC(C)(C)C)N2)CC(F)(F)F)C=C1F (R)-2-(6-(1-((tert-Butoxycarbonyl)amino)ethyl)-1H-pyrrolo[2,3-b]Pyridin-2-yl)-6-fluoro-1-(2,2,2-trifluoroethyl)-1H-benzo[d]Imidazole-5-carboxylic acid methyl ester